Diethyl ((E)-3-(4-((6-(4-((6-amino-2-butoxy-8-hydroxy-9H-purin-9-yl)methyl)benzamido)hexanoyl)-oxy)-3-methoxyphenyl)acryloyl)glycyl-L-valyl-D-glutamate NC1=C2N=C(N(C2=NC(=N1)OCCCC)CC1=CC=C(C(=O)NCCCCCC(=O)OC2=C(C=C(C=C2)/C=C/C(=O)NCC(=O)N[C@@H](C(C)C)C(=O)N[C@H](CCC(=O)OCC)C(=O)OCC)OC)C=C1)O